(S)-2-(4-bromothiophene-2-carboxamido)-N1-(1-(2-(2-adamantylamino)-2-oxoethyl)-2-oxo-1,2-dihydropyridin-3-yl)-N6-methyl-5-oxohexanediamide BrC=1C=C(SC1)C(=O)N[C@H](C(=O)NC=1C(N(C=CC1)CC(=O)NC1C2CC3CC(CC1C3)C2)=O)CCC(C(=O)NC)=O